phenylthiosemicarbazide fluoride [F-].C1(=CC=CC=C1)NNC(=S)N